C(#N)C1=CC=C(CNC(=O)C2=NN(C=3C(N(CCC32)CC3(CC3)S(=O)(=O)C3CC3)=O)C[C@H](C)O)C=C1 (S)-N-(4-cyanobenzyl)-6-((1-(cyclopropylsulfonyl)cyclopropyl)methyl)-1-(2-hydroxypropyl)-7-oxo-4,5,6,7-tetrahydro-1H-pyrazolo[3,4-c]pyridine-3-carboxamide